[(1R,3S)-3-[1-tert-butyl-5-[[2-[2-(2-prop-2-ynoxyethoxy)ethyl]pyrazole-3-carbonyl]amino]pyrazol-3-yl]cyclopentyl]N-isopropylcarbamate C(C)(C)(C)N1N=C(C=C1NC(=O)C=1N(N=CC1)CCOCCOCC#C)[C@@H]1C[C@@H](CC1)OC(NC(C)C)=O